2-[5-Methoxy-2-(1H-tetrazol-5-yl)phenyl]-1,3-dioxo-2,3-dihydro-1H-isoindole COC=1C=CC(=C(C1)N1C(C2=CC=CC=C2C1=O)=O)C1=NN=NN1